4-(4-chloro-3-fluorophenyl)-4-(2-(4-(N-(2,4-dimethoxybenzyl)-N-(1,2,4-thiadiazol-5-yl)sulfamoyl)-2,5-difluorophenoxy)ethyl)piperidine-1-carboxylic acid tert-butyl ester C(C)(C)(C)OC(=O)N1CCC(CC1)(CCOC1=C(C=C(C(=C1)F)S(N(C1=NC=NS1)CC1=C(C=C(C=C1)OC)OC)(=O)=O)F)C1=CC(=C(C=C1)Cl)F